N1=C(C=CC=C1)[C@H](C)N (S)-1-pyridin-2-yl-ethylamine